C(C1=CC=CC=C1)NC(CC1=NC=C(C=C1)C1=C(C=C(C=C1)OC1CC(C1)N1CCOCC1)Cl)=O N-benzyl-2-(5-(2-chloro-4-((1r,3r)-3-morpholino-cyclobutoxy)phenyl)pyridin-2-yl)acetamide